anti-p-coumarate C(\C=C\C1=CC=C(C=C1)O)(=O)[O-]